O1C=CC2=C1C=C(C=C2)C=2C=C1CCN(CC1=CC2)C(=O)NC2=CNC1=CC(=C(C=C21)Cl)F 6-(benzofuran-6-yl)-N-(5-chloro-6-fluoro-1H-indol-3-yl)-3,4-dihydroisoquinoline-2(1H)-Formamide